C(C)C1=C(N=C(C(=N1)C(=O)N)NC1=CC(=CC(=C1)CCNC(CCCNC)=O)OC)NC1CCOCC1 6-ethyl-3-((3-methoxy-5-(2-(4-(methylamino)butanamido)ethyl)phenyl)amino)-5-((tetrahydro-2H-pyran-4-yl)amino)pyrazine-2-carboxamide